BrC=1C=C(C=NC1)OC1=CC(=C(C=C1)O)S(=O)(=O)C 4-[(5-bromopyridin-3-yl)oxy]-2-methanesulfonylphenol